C1(CC1)C=1C(=NC=C(C1)C1CC1)N1CCN(CC1)C(=O)C1=CC(=C(C=C1)C1(C(NC(N1)=O)=O)C)F 5-{4-[4-(3,5-dicyclopropylpyridin-2-yl)piperazine-1-carbonyl]-2-fluorophenyl}-5-methylimidazolidine-2,4-dione